1-(2-azidoethoxy)-3-diazo-1-fluoropropan-2-one N(=[N+]=[N-])CCOC(C(C=[N+]=[N-])=O)F